nonathioether S1SSSSSSSSO1